P1(OCCCCCO1)=O.NCCNCCN.[Ca] calcium diethylenetriamine pentamethylene phosphonate